ClC1=CC(=C(COC2=CC=CC(=N2)C=2C=CC(=C3C=CNC23)CC2=NC3=C(N2C[C@H]2OCC2)C=C(C=C3)C(=O)OC)C=C1)F (S)-methyl 2-((7-(6-((4-chloro-2-fluorobenzyl)oxy)pyridin-2-yl)-1H-indol-4-yl)methyl)-1-(oxetan-2-ylmethyl)-1H-benzo[d]imidazole-6-carboxylate